3-methyl-butane-2,3-diol (trifluoroacetate) FC(C(=O)O)(F)F.CC(C(C)O)(C)O